5-amyl-1,3-benzenediol C(CCCC)C=1C=C(C=C(C1)O)O